p-(p-methoxy phenylazo)benzyl carbamate C(N)(OCC1=CC=C(C=C1)N=NC1=CC=C(C=C1)OC)=O